dibenzo-1,4-thiazine C1=CC=CC=2SC3=C(NC21)C=CC=C3